(S)-1-(2-((tert-butyldimethylsilyl)oxy)ethyl)-3-(8-methyl-1,2,3,4-tetrahydroquinolin-4-yl)-7-(methylthio)-3,4-dihydropyrimido[4,5-d]pyrimidin-2(1H)-one [Si](C)(C)(C(C)(C)C)OCCN1C(N(CC=2C1=NC(=NC2)SC)[C@H]2CCNC1=C(C=CC=C21)C)=O